FC1(CCN2C1=NC=1C2=CC=CC1N)F 3,3-difluoro-2,3-dihydro-1H-benzo[d]pyrrolo[1,2-a]imidazol-5-amine